C(C)(C)(C)N=C(N(C)C)N(C)C tert-butyl-1,1,3,3-tetramethylguanidine